C(CCCCC)OC=1C=C(CBr)C=CC1 3-hexyloxybenzyl bromide